((2R,3S,4R,5S)-5-(4-aminopyrrolo[2,1-f][1,2,4]triazin-7-yl)-2-cyano-3,4-dihydroxytetrahydrofuran-2-yl)methyl ((R)-tetrahydrofuran-3-yl) carbonate C(OC[C@]1(O[C@H]([C@@H]([C@@H]1O)O)C1=CC=C2C(=NC=NN21)N)C#N)(O[C@H]2COCC2)=O